{[2-(1,3-dioxolan-2-yl)-3-[(4-methoxyphenyl)methoxy]phenyl]sulfanyl}acetic acid O1C(OCC1)C1=C(C=CC=C1OCC1=CC=C(C=C1)OC)SCC(=O)O